ClC1=CC=C(O1)C=C1C(NC(N(C1=O)C1=CC(=CC=C1)F)=S)=O 5-((5-chlorofuran-2-yl)methylene)-1-(3-fluorophenyl)-2-thioxodihydropyrimidine-4,6(1H,5H)-dione